(S)-N-(2,2-difluoroethyl)-5-(2-((1-methoxypropan-2-yl)amino)-7H-pyrrolo[2,3-d]pyrimidin-5-yl)pyrazolo[1,5-a]pyridine-3-carboxamide FC(CNC(=O)C=1C=NN2C1C=C(C=C2)C2=CNC=1N=C(N=CC12)N[C@H](COC)C)F